1-(2-((2,2-di-fluorobenzo[d][1,3]dioxol-5-yl)-amino)-5-methyl-pyridin-4-yl)-N-(2-hydroxy-1-phenyl-ethyl)-1H-imidazole-4-carboxamide FC1(OC2=C(O1)C=CC(=C2)NC2=NC=C(C(=C2)N2C=NC(=C2)C(=O)NC(CO)C2=CC=CC=C2)C)F